4-((1-(4-(2,6-dioxopiperidin-3-yl)benzyl)piperidin-4-yl)ethynyl)-1-(((2S,3S,4S)-3-ethyl-4-fluoro-5-oxopyrrolidin-2-yl)methoxy)-7-methoxyisoquinoline-6-carboxamide O=C1NC(CCC1C1=CC=C(CN2CCC(CC2)C#CC2=CN=C(C3=CC(=C(C=C23)C(=O)N)OC)OC[C@H]2NC([C@H]([C@H]2CC)F)=O)C=C1)=O